CN([Si]1(C[Si](C1)(Cl)Cl)Cl)C 1-(dimethylamino)-1,3,3-trichloro-1,3-disilacyclobutane